COC1=C(C=CC=C1)C(C)(C)NC(C(CN1CCCC1)C)=O N-(2-(2-methoxyphenyl)propan-2-yl)-2-methyl-3-(pyrrolidin-1-yl)propanamide